(3-amino-4-(4-((5-fluoro-2-methoxybenzoylamino)methyl)phenyl)-1H-pyrazolo[4,3-c]pyridin-6-yl)-N-phenylpiperidine-1-carboxamide NC1=NNC2=C1C(=NC(=C2)C2N(CCCC2)C(=O)NC2=CC=CC=C2)C2=CC=C(C=C2)CNC(C2=C(C=CC(=C2)F)OC)=O